(1-(4-amino-5-methoxy-2-(1-methyl-1H-pyrazol-4-yl)phenyl)piperidin-4-yl)(morpholino)methanone NC1=CC(=C(C=C1OC)N1CCC(CC1)C(=O)N1CCOCC1)C=1C=NN(C1)C